2-[(6-fluoro-2-methyl-3,4-dihydro-1H-isoquinolin-7-yl)amino]-8-methyl-6-(5-methyl-4-prop-2-enoyl-2,3-dihydroquinoxalin-1-yl)pyrido[2,3-d]pyrimidin-7-one FC=1C=C2CCN(CC2=CC1NC=1N=CC2=C(N1)N(C(C(=C2)N2CCN(C1=C(C=CC=C21)C)C(C=C)=O)=O)C)C